BrC=1C(=CC(=C2C(=NC=NC12)NC=1C(=C2C=CC=NC2=CC1)F)O[C@@H](CN(C)C)C)C=1C=NN(C1)C (R)-8-bromo-5-((1-(dimethylamino)propan-2-yl)oxy)-N-(5-fluoroquinolin-6-yl)-7-(1-methyl-1H-pyrazol-4-yl)quinazolin-4-amine